COC1=CC=C(C=C1)C(C1=C(C(=CC=2C3=CC(=C(C=C3CC12)C)C(C)(C)C)C(C)(C)C)C)(C1C=CC=C1)C1=CC=C(C=C1)OC bis(4-methoxyphenyl)(cyclopentadienyl)(2,7-dimethyl-3,6-di-tert-butylfluorenyl)methane